CC1CN(C1)C(=O)N[C@@H](C)C1=CC=C(C=C1)NC(OCC1=CC=C(C=C1)Cl)=O 4-chlorobenzyl (S)-(4-(1-(3-methylazetidine-1-carboxamido)eth-yl)phenyl)carbamate